perfluorobutyl-vinyl-triethoxysilane FC(C(C(C(C(C(F)(F)F)(F)F)(F)F)(F)F)(F)F)(O[Si](OC(C(F)(F)F)(F)F)(OC(C(F)(F)F)(F)F)C(=C(F)F)F)F